(6-bromo-5-methyl-pyridazin-3-yl)-[(3R)-1-ethyl-3-piperidinyl]amine BrC1=C(C=C(N=N1)N[C@H]1CN(CCC1)CC)C